FC1=CC=C(C=C1)C=1C=NC(=NC1)N1CCC(=CC1)C(=O)OC methyl 1-(5-(4-fluorophenyl) pyrimidin-2-yl)-1,2,3,6-tetrahydropyridine-4-carboxylate